tert-butyl (7-(dimethylphosphoryl)benzo[d][1,3]dioxol-4-yl)carbamate CP(=O)(C)C1=CC=C(C2=C1OCO2)NC(OC(C)(C)C)=O